(E)-N-(anthracen-9-ylmethyl)-1-(4-nitrophenyl)methanimine C1=CC=CC2=CC3=CC=CC=C3C(=C12)C/N=C/C1=CC=C(C=C1)[N+](=O)[O-]